2-(((2S,3R,4S,5R,6R)-3,5-diacetoxy-6-(acetoxymethyl)-4-(4-(3,4,5-trifluorophenyl)-1H-1,2,3-triazol-1-yl)tetrahydro-2H-pyran-2-yl)thio)-3-methylbutanoic acid C(C)(=O)O[C@H]1[C@@H](O[C@@H]([C@@H]([C@@H]1N1N=NC(=C1)C1=CC(=C(C(=C1)F)F)F)OC(C)=O)COC(C)=O)SC(C(=O)O)C(C)C